methyl 4-amino-1-(1-methylisoquinolin-5-yl)-7-bromo-2-oxo-1,2-dihydroquinoline-3-carboxylate NC1=C(C(N(C2=CC(=CC=C12)Br)C1=C2C=CN=C(C2=CC=C1)C)=O)C(=O)OC